6-chloro-1H-indol-3-yl-phosphate ClC1=CC=C2C(=CNC2=C1)OP(=O)([O-])[O-]